ClC=1C=C(N)C=CC1OC[C@H]1COCC1 3-chloro-4-[[(3R)-tetrahydrofuran-3-yl]methoxy]aniline